lithium tetracyanoborate C(#N)[B-](C#N)(C#N)C#N.[Li+]